2-[(4-{6-[(4-chloro-2-fluorobenzyl)oxy]pyridin-2-yl}piperidin-1-yl)methyl]-1-{[4-(2-methoxyethyl)-4H-1,2,4-triazol-3-yl]methyl}-1H-benzimidazole-6-carboxylic acid ClC1=CC(=C(COC2=CC=CC(=N2)C2CCN(CC2)CC2=NC3=C(N2CC2=NN=CN2CCOC)C=C(C=C3)C(=O)O)C=C1)F